C(C)(=O)O[C@@H](COC1=CC=C(C=C1)C(C)(C)C1=CC(=C(C(=C1)Cl)OC[C@H](CCl)O)Cl)COC (R)-1-(4-(2-(3,5-dichloro-4-((R)-3-chloro-2-hydroxypropoxy)phenyl)propan-2-yl)phenoxy)-3-methoxypropan-2-yl acetate